C1(=CC=CC2=CC=CC=C12)C1=CC=C(C=C1)NC1=CC=C(C=C1)C1=CC2=CC=CC=C2C=C1 {4-(naphthalene-1-yl)phenyl}-{4-(naphthalene-2-yl)phenyl}amine